C(C)(C)(C)OC(=O)N1CCC(=C(C1)F)CO 5-fluoro-4-(hydroxymethyl)-3,6-dihydropyridine-1(2H)-carboxylic acid tert-butyl ester